C(C)(C)(C)C1=C(C(=CC(=C1)C(C)(C)C)C1=NC(=CC(=C1)C(C)(C)C)C1=CC(=CC(=C1)[Si](C1=CC=CC=C1)(C1=CC=CC=C1)C1=CC=CC=C1)C1=NC=CC=C1)O 2,4-Ditert-butyl-6-(4-(tert-butyl)-6-(3-(pyridin-2-yl)-5-(triphenylsilyl)phenyl)pyridin-2-yl)phenol